2-(4-((3-chlorophenyl)diphenylsilyl)phenyl)-3,5,6-triphenylpyrazine ClC=1C=C(C=CC1)[Si](C1=CC=C(C=C1)C1=NC(=C(N=C1C1=CC=CC=C1)C1=CC=CC=C1)C1=CC=CC=C1)(C1=CC=CC=C1)C1=CC=CC=C1